1,4-bis{N'-[3-(triethoxysilyl)propyl]ureido}benzene C(C)O[Si](CCCNC(NC1=CC=C(C=C1)NC(=O)NCCC[Si](OCC)(OCC)OCC)=O)(OCC)OCC